6-[(2S)-2-aminopropyl]-2-chloro-N-[(thiophen-2-yl)methyl]-7H-pyrrolo[2,3-d]pyrimidin-4-amine hydrochloride Cl.N[C@H](CC1=CC2=C(N=C(N=C2NCC=2SC=CC2)Cl)N1)C